ClC1=C(C=CC2=C1C(=N[C@H](C=1N2N=C(N1)OC)C)C1=C(C=CC=C1F)F)Cl (4S)-7,8-dichloro-6-(2,6-difluorophenyl)-2-methoxy-4-methyl-4H-[1,2,4]triazolo[1,5-a][1,4]benzodiazepine